2-((2-(cis-4-hydroxycyclohexyl)-6-cyclopropylmethoxy-2H-indazol-5-yl)carbamoyl)-6-methylpyridine 1-oxide O[C@H]1CC[C@H](CC1)N1N=C2C=C(C(=CC2=C1)NC(=O)C1=[N+](C(=CC=C1)C)[O-])OCC1CC1